N-(3-chloro-5-(methylsulfonyl)phenyl)-4-(4,4-dimethyl-2,5-dioxo-3-(pyridin-2-yl)imidazolidin-1-yl)-5-methylthiophene-2-carboxamide ClC=1C=C(C=C(C1)S(=O)(=O)C)NC(=O)C=1SC(=C(C1)N1C(N(C(C1=O)(C)C)C1=NC=CC=C1)=O)C